C(C)(C)C1=C(C(=CC=C1)C(C)C)N=C(C)C(C)=NC1=C(C=CC=C1C(C)C)C(C)C 2,3-bis(2,6-diisopropylphenyl-imino)butane